N-acetyl-S-nitrosopenicillaminyl-S-nitrosopenicillamine C(C)(=O)N[C@@H](C(C)(C)SN=O)C(=O)N[C@@H](C(C)(C)SN=O)C(=O)O